ClCC(=O)N(C[C@H]1C(NCC1)=O)CC([C@H](CC#C)N1C(C(=CC=C1)NC(OC(C)(C)C)=O)=O)=O Tert-butyl (1-((S)-1-(2-chloro-N-(((S)-2-oxopyrrolidin-3-yl)methyl)acetamido)-2-oxohex-5-yn-3-yl)-2-oxo-1,2-dihydropyridin-3-yl)carbamate